ClC1=CNC2=C(C=CC(=C12)Cl)NS(=O)(=O)C=1C=NNC1 N-(3,4-dichloro-1H-indol-7-yl)-1H-pyrazole-4-sulfonamide